Ammonium silane [SiH4].[NH4+]